CN(C)CC1=CC2=C(NC(C(N2C)=O)=O)N=C1 7-((dimethylamino)methyl)-1-methyl-2,3-dioxo-2,3-dihydropyrido[2,3-b]pyrazine